N-(((3s,5s,7s)-adamantan-1-yl)carbamoyl)-4-(trifluoromethyl)benzenesulfonamide C12(CC3CC(CC(C1)C3)C2)NC(=O)NS(=O)(=O)C2=CC=C(C=C2)C(F)(F)F